ClC1=CC(=NC(=C1)N(CC)CC)CO (4-chloro-6-(diethylamino)pyridin-2-yl)methanol